N-(3-(5-fluoro-2-(3-fluoro-4-(3-(methylsulfonyl)propoxy)phenylamino)pyrimidin-4-ylamino)phenyl)acrylamide FC=1C(=NC(=NC1)NC1=CC(=C(C=C1)OCCCS(=O)(=O)C)F)NC=1C=C(C=CC1)NC(C=C)=O